N[C@@H](CCSC)C(=O)C1=NN=NN1 methionyl-tetrazole